5-chloro-2-methyl-imidazo[1,2-a]pyridine-3-carboxylic acid ClC1=CC=CC=2N1C(=C(N2)C)C(=O)O